ClC=1C=C(CN2N=CC(=C2)C2=C(OC3=C(C(=CC=C3C2=O)O)O)C(F)(F)F)C=CC1 3-(1-(3-chlorobenzyl)-1H-pyrazol-4-yl)-7,8-dihydroxy-2-(trifluoromethyl)-4H-chromen-4-one